N-(5-(6-(2-fluoro-3,5-bis(methoxy-d3)phenyl)-4,5,6,7-tetrahydro-1H-indazol-3-yl)-1-methyl-1H-pyrazol-4-yl)acrylamide tert-butyl-4-hydroxy-4-methyl-piperidine-1-carboxylate C(C)(C)(C)OC(=O)N1CCC(CC1)(C)O.FC1=C(C=C(C=C1OC([2H])([2H])[2H])OC([2H])([2H])[2H])C1CCC=2C(=NNC2C1)C1=C(C=NN1C)NC(C=C)=O